Syn-5'-(5-formyl-4-hydroxy-2-methoxyphenyl)-4,4''-dihydroxy-6,6''-dimethoxy-2',4',6'-trimethyl-[1,1':3',1''-terphenyl]-3,3''-dicarbaldehyde C(=O)C=1C(=CC(=C(C1)C=1C(=C(C(=C(C1C)C1=CC(=C(C=C1OC)O)C=O)C)C1=CC(=C(C=C1OC)O)C=O)C)OC)O